N1[C@@H](CC1)COC1=CC=2C[C@@H]3N(CC2C=C1)[C@@H](CN(C3)C3=C1C=CC=NC1=C(C=C3)C#N)C 5-[(4R,11aS)-9-[[(2S)-azetidin-2-yl]methoxy]-4-methyl-1,3,4,6,11,11a-hexahydropyrazino[1,2-b]isoquinolin-2-yl]quinoline-8-carbonitrile